ethyl 2-[[(2R)-2-[4-[2-chloro-4-(tetradecanoylamino)phenyl]-2-oxo-chromen-7-yl]oxypropanoyl]-ethyl-amino]acetate ClC1=C(C=CC(=C1)NC(CCCCCCCCCCCCC)=O)C1=CC(OC2=CC(=CC=C12)O[C@@H](C(=O)N(CC(=O)OCC)CC)C)=O